5-METHYLFURAN-2-BORONIC ACID CC1=CC=C(O1)B(O)O